3-(3-(3-fluoro-4-(2-(pyridin-3-yl)acetylamino)phenoxy)azetidin-1-yl)-2-(1H-pyrrol-1-yl)benzene Methyl-formate COC=O.FC=1C=C(OC2CN(C2)C=2C(=CC=CC2)N2C=CC=C2)C=CC1NC(CC=1C=NC=CC1)=O